S(=O)(=O)(ON1C2C=C(CN(C1=O)C2)N2N=CC(=C2)C(N)=O)[O-].[Na+] sodium [3-(4-carbamoylpyrazol-1-yl)-7-oxo-1,6-diazabicyclo[3.2.1]oct-3-en-6-yl] sulfate